5-chloro-2-(4-((1R,2S)-2-vinylcyclopropyl)piperidin-1-yl)pyrimidine ClC=1C=NC(=NC1)N1CCC(CC1)[C@@H]1[C@@H](C1)C=C